OC=1C=C2C=CNC2=CC1O 5,6-DIHYDROXYINDOLE